OC[C@H](C)N1C=NC2=C(C1=O)C=C(N=C2C=2C=NC=CC2)C2=CN=C(S2)C (S)-3-(1-hydroxypropan-2-yl)-6-(2-methylthiazol-5-yl)-8-(pyridin-3-yl)pyrido[3,4-d]pyrimidin-4(3H)-one